ClC=1C=C(C=CC1C(=O)N1CCN(CC1)C(=O)[C@H]1NCCC1)NC(=O)C=1N(C(=CN1)C1=C(C(=C(C=C1)OCC#N)F)F)C N-[3-chloro-4-[4-[(2S)-pyrrolidine-2-carbonyl]piperazine-1-carbonyl]phenyl]-5-[4-(cyanomethoxy)-2,3-difluoro-phenyl]-1-methyl-imidazole-2-carboxamide